ClC1=NN=C2N1C1=CC=CC=C1C(=N2)N(C)C2=CC(=CC=C2)C=2OC(=NN2)C2CC2 chloro-N-(3-(5-cyclopropyl-1,3,4-oxadiazol-2-yl)phenyl)-N-methyl-[1,2,4]triazolo[4,3-a]quinazolin-5-amine